guanosine 5'-thiophosphate P(=S)(O)(O)OC[C@@H]1[C@H]([C@H]([C@@H](O1)N1C=NC=2C(=O)NC(N)=NC12)O)O